D-3-tribromomethylphenyl sulfone BrC(C=1C=C(C=CC1)S(=O)(=O)C1=CC(=CC=C1)C(Br)(Br)Br)(Br)Br